tert-butyl (S)-2-((benzyloxy)methyl)-6-oxo-1,4-oxazepane-4-carboxylate C(C1=CC=CC=C1)OC[C@H]1OCC(CN(C1)C(=O)OC(C)(C)C)=O